6-(1-((3-chloro-1,5-dimethyl-1H-pyrazol-4-yl)sulfonyl)piperidin-4-yl)-7-methyl-[1,2,4]triazolo[1,5-a]pyridine ClC1=NN(C(=C1S(=O)(=O)N1CCC(CC1)C=1C(=CC=2N(C1)N=CN2)C)C)C